2-Methoxy-3-methyl-4,6-bis(tosyloxy)benzoic acid COC1=C(C(=O)O)C(=CC(=C1C)OS(=O)(=O)C1=CC=C(C)C=C1)OS(=O)(=O)C1=CC=C(C)C=C1